FC=1C=NC(=NC1)[C@H]1[C@@H](CC1)C=1NC(C2=C(N1)N(N=C2C#N)[C@H](C)C=2C=NC(=CC2)C(F)(F)F)=O 6-((1R,2R)-2-(5-fluoropyrimidin-2-yl)cyclobutyl)-4-oxo-1-((R)-1-(6-(trifluoromethyl)pyridin-3-yl)ethyl)-4,5-dihydro-1H-pyrazolo[3,4-d]pyrimidine-3-carbonitrile